2-hexyl-6-hydroxy-4-{[(3R,4R,5S,6S)-4,5,6-trihydroxy-3-(hydroxymethyl)oxan-2-yl]oxy}benzoic acid C(CCCCC)C1=C(C(=O)O)C(=CC(=C1)OC1O[C@@H]([C@H]([C@@H]([C@H]1CO)O)O)O)O